FC=1C=C2N=C(C(=NC2=CC1F)N1C[C@@H](CC1)C(C(=O)N)(C)C)C1=CC(=CC=C1)OC(F)(F)F [(3S)-1-{6,7-difluoro-3-[3-(trifluoromethoxy)phenyl]quinoxalin-2-yl}pyrrolidin-3-yl]-2-methylpropanamide